C(C)(C)(C)OC(=O)[C@@H]1C[C@@H](C=2N1C=1N(C(C2Br)=O)N=C(N1)C=1CCOCC1)C (7S,9S)-6-bromo-2-(3,6-dihydro-2H-pyran-4-yl)-7-methyl-5-oxo-5,7,8,9-tetrahydropyrrolo[1,2-C][1,2,4]triazolo[1,5-a]pyrimidine-9-carboxylic acid tert-butyl ester